C1(CCCC1)CCSC1=NC(=CC(=N1)O)O ((2-cyclopentylethyl)thio)pyrimidine-4,6-diol